3-(imidazo[1,2-a]pyridin-3-yl)-4-(2-(2,2,6,6-tetrafluoromorpholine-4-carbonyl)-9-(trifluoromethyl)-1,2,3,4-tetrahydro-[1,4]diazepino[6,7,1-hi]indol-7-yl)-1H-pyrrole N=1C=C(N2C1C=CC=C2)C2=CNC=C2C2=CN1C3=C(C=C(C=C23)C(F)(F)F)CN(CC1)C(=O)N1CC(OC(C1)(F)F)(F)F